(E)-3-(3-methoxyphenyl)propenal COC=1C=C(C=CC1)/C=C/C=O